tert-butyl [(Z)-[(tert-butoxycarbonyl)amino][{3-bromo-4-(2-hydroxyethyl)benzyl}amino]methylidene]carbamate C(C)(C)(C)OC(=O)N\C(\NCC1=CC(=C(C=C1)CCO)Br)=N/C(OC(C)(C)C)=O